1-(2-ethyl-5-methoxy-4-nitro-phenyl)-N-Methyl-piperidin-4-amine C(C)C1=C(C=C(C(=C1)[N+](=O)[O-])OC)N1CCC(CC1)NC